C(C1=CC=CC=C1)OC1=C2C(=CNC2=CC=C1)[C@@H]1CN(CC1)CCCN1N=CC=N1 (R)-4-(benzyloxy)-3-(1-(3-(2H-1,2,3-triazol-2-yl)propyl)pyrrolidin-3-yl)-1H-indole